[N+](=O)([O-])C=1C(=NC=CC1)C=1C=NC=CC1 nitro-2,3'-bipyridine